8-fluoro-7-(6-fluoro-5-methyl-1H-indazol-4-yl)-N-methylquinazolin-4-amine FC=1C(=CC=C2C(=NC=NC12)NC)C1=C2C=NNC2=CC(=C1C)F